C1(=CC=CC=C1)C(C1=CC=CC=C1)=NC1([C@H](C1)C)C(=O)OCC ethyl (2S)-1-[(diphenylmethylidene) amino]-2-methylcyclopropane-1-carboxylate